(S)-N-(5-((2-acetyl-2-azaspiro[3.5]non-7-yl)ethynyl)-2-(3,4-dimethylpiperazin-1-yl)phenyl)-6-oxo-4-(trifluoromethyl)-1,6-dihydropyridine-3-carboxamide C(C)(=O)N1CC2(C1)CCC(CC2)C#CC=2C=CC(=C(C2)NC(=O)C2=CNC(C=C2C(F)(F)F)=O)N2C[C@@H](N(CC2)C)C